CN1C2=CC=CC=C2N(C=2C=CC=CC12)C=1C=C(C=CC1)C=1C(=CC=C(C1)C1=CC(=CC=C1)N1C=2C=CC=CC2N(C2=CC=CC=C12)C)C1=CC(=CC=C1)N1C=2C=CC=CC2N(C2=CC=CC=C12)C 3,3''-bis(10-methylphenazin-5(10H)-yl)-5'-(3-(10-methylphenazin-5(10H)-yl)phenyl)-[1,1':2',1''-terphenyl]